methyl (S)-2-(4-(6-((4-chloro-2-fluorobenzyl)oxy)pyridin-2-yl)-3-fluorobenzyl)-1-(oxetan-2-ylmethyl)-1H-benzo[d]imidazole-6-carboxylate ClC1=CC(=C(COC2=CC=CC(=N2)C2=C(C=C(CC3=NC4=C(N3C[C@H]3OCC3)C=C(C=C4)C(=O)OC)C=C2)F)C=C1)F